1-(2-fluorophenyl)-5-(6-fluoropyridin-3-yl)-1H-pyrazol-3-ol FC1=C(C=CC=C1)N1N=C(C=C1C=1C=NC(=CC1)F)O